[Si](C)(C)(C(C)(C)C)OC[C@H]1[C@@H](CN(C1)C=1C=NC=NC1)C=1C=C(C(=O)NC=2C=NC=C(C2)C(F)(F)F)C=CC1C 3-((3R,4S)-4-(((tert-butyldimethylsilyl)oxy)methyl)-1-(pyrimidin-5-yl)pyrrolidine-3-yl)-4-methyl-N-(5-(trifluoromethyl)pyridin-3-yl)benzamide